3-acetyl-4-aminobiphenyl C(C)(=O)C=1C=C(C=CC1N)C1=CC=CC=C1